(S)-5-(2-fluorophenyl)-2-methylsulfonyl-6,7-dihydro-5H-pyrrolo[1,2-b][1,2,4]triazole FC1=C(C=CC=C1)[C@@H]1CCC=2N1N=C(N2)S(=O)(=O)C